C(#N)C1=C(C=C(C=C1)N1C(N(C(C1=O)(C)C)C1=CC(=C(C(=O)NC)C=C1)F)=S=O)C(F)(F)F 4-{3-[4-cyano-3-(trifluoromethyl)phenyl]-5,5-dimethyl-4-oxo-2-sulfinylimidazolidin-1-yl}-2-fluoro-N-methylbenzamide